(4R)-acetyl-tetrahydroquinoline C(C)(=O)N1CCCC2=CC=CC=C12